(E)-4-[4-(3-Chlorodibenzo[b,e][1,4]oxazepin-5(11H)-yl)butyl-methyl-amino]-N-methoxy-N-methyl-but-2-enamide ClC=1C=CC2=C(N(C3=C(OC2)C=CC=C3)CCCCN(C/C=C/C(=O)N(C)OC)C)C1